C(C)(=O)N1CCC2(CC1)C(NC1=CC=CC=C12)=O 1'-acetyl-2-oxospiro[indoline-3,4'-piperidine]